C(C)(C)(C)OC(=O)N1N=C(C(=C1)NC=1C(=NC(=C(N1)C1CC1)Cl)C(=O)OC)C methyl 3-[(1-tert-butoxycarbonyl-3-methyl-pyrazol-4-yl)amino]-6-chloro-5-cyclopropyl-pyrazine-2-carboxylate